3-(5-(bis(2-hydroxydodecyl)amino)pentan-2-yl)-6-(5-((2-hydroxydodecyl)(2-hydroxyundecyl)amino)pentan-2-yl)-1,4-dioxane-2,5-dione OC(CN(CCCC(C)C1C(OC(C(O1)=O)C(C)CCCN(CC(CCCCCCCCC)O)CC(CCCCCCCCCC)O)=O)CC(CCCCCCCCCC)O)CCCCCCCCCC